5-(2-chlorophenoxy)-3-((3-fluoro-2-methylbenzyl)amino)-4H-benzo[e][1,2,4]thiadiazine 1,1-dioxide ClC1=C(OC2=CC=CC3=C2NC(=NS3(=O)=O)NCC3=C(C(=CC=C3)F)C)C=CC=C1